COC(=O)C1=NC(=CC=C1N)Cl 3-amino-6-chloropyridine-2-carboxylic acid methyl ester